5-carbonyl-2-(2-(2-methyl-5-nitro-1H-imidazol-1-yl)ethoxy)pyrimidine tert-butyl-2-(5-fluoro-6-methylpyridin-2-yl)-7-azaspiro[3.5]nonane-7-carboxylate C(C)(C)(C)OC(=O)N1CCC2(CC(C2)C2=NC(=C(C=C2)F)C)CC1.C(=O)=C1CN=C(N=C1)OCCN1C(=NC=C1[N+](=O)[O-])C